NC=1C2=C(N=CN1)N(C(=C2C2=NC=C(C=N2)C#N)C2=CCC1(CCN(CC1)C(=O)OC(C)(C)C)CC2)C tert-butyl 9-(4-amino-5-(5-cyanopyrimidin-2-yl)-7-methyl-7H-pyrrolo[2,3-d]pyrimidin-6-yl)-3-azaspiro[5.5]undec-8-ene-3-carboxylate